((tert-butoxycarbonyl)(6-nitropyridin-3-yl)amino)piperidin-1-formate C(C)(C)(C)OC(=O)N(C=1C=NC(=CC1)[N+](=O)[O-])C1N(CCCC1)C(=O)[O-]